N1(CCCCC1)C=1OC=2C(=NC(=C(C2)NC(=O)C=2N=C(OC2)C2=CC(=NC=C2)C)N2CCCCC2)N1 N-(2,5-di(piperidin-1-yl)oxazolo[4,5-b]pyridin-6-yl)-2-(2-methylpyridin-4-yl)oxazole-4-carboxamide